CC1N(C(CCC1)C)CCCNCC=1OC=CC1 3-(2,6-Dimethyl-piperidin-1-yl)-propyl-furan-2-ylmethyl-amine